t-butyl ((exo-3-(4-(4-amino-2-oxopyrimidin-1(2H)-yl)phenethyl)-3-azabicyclo[3.1.0]hexan-6-yl)methyl)carbamate NC1=NC(N(C=C1)C1=CC=C(CCN2CC3C(C3C2)CNC(OC(C)(C)C)=O)C=C1)=O